ClC1=CC(=C(C=C1)CC(=O)Cl)OC 2-(4-chloro-2-methoxyphenyl)-acetyl chloride